C(#N)[C@H](C[C@H]1C(NCC1)=O)NC([C@@H](NC(=O)[C@]1(OCCC1)C)CC(C)(C)C)=O N-{(1S)-1-cyano-2-[(3S)-2-oxopyrrolidin-3-yl]ethyl}-4-methyl-N2-{[(2S)-2-methyltetrahydrofuran-2-yl]carbonyl}-L-leucinamide